S1(CC(CC1)C(=O)O)(=O)=O tetrahydrothiophene-3-carboxylic acid 1,1-dioxide